COC1=CC=C(C=N1)C=1SC(=CN1)C(=O)O 2-(6-methoxy-3-pyridyl)thiazole-5-carboxylic acid